N=1N=C(N2C1C=NC=C2)O[C@@H]2C[C@@H](N(C2)CC2=C(N=C(S2)NC(C)=O)F)C N-(5-(((2S,4R)-4-([1,2,4]triazolo[4,3-a]pyrazin-3-yloxy)-2-methylpyrrolidin-1-yl)methyl)-4-fluorothiazol-2-yl)acetamide